2-Methyl-4-oxo-2,4,5,6-tetrahydrocyclopenta[c]pyrrole-1-carboxylic acid CN1C(=C2C(=C1)C(CC2)=O)C(=O)O